[Br-].C[NH+](CCCCC)C N,N-dimethylpentan-1-aminium bromide